2-(6,7-dimethoxy-1,2,3,4-tetrahydro-isoquinolinyl)-1-(2,4-dimethoxyphenyl)ethanol COC=1C=C2CCNC(C2=CC1OC)CC(O)C1=C(C=C(C=C1)OC)OC